COC=1C=C(CNNC(=O)C2=NC(=CN=C2)C2=CC=C(C=C2)OC(C)C)C=C(C1)OC N'-(3,5-dimethoxybenzyl)-6-(4-isopropoxyphenyl)pyrazine-2-carbohydrazide